((2-hydroxyphenyl)amino)-3-((6-methoxy-2-methyl-1,2,3,4-tetrahydroisoquinolin-7-yl)amino)-1,2,4-triazine-6-carboxamide OC1=C(C=CC=C1)NC=1N=C(N=NC1C(=O)N)NC1=C(C=C2CCN(CC2=C1)C)OC